oxoxanthen O=C1C=CC=C2OC3=CC=CC=C3C=C12